FC1=C(C(=O)O)C=C(C=C1F)CC1=NNC(C2=CC=C(C=C12)C#CC)=O 2,3-difluoro-5-[(4-oxo-7-prop-1-ynyl-3H-phthalazin-1-yl)methyl]benzoic acid